C(C=C)C(N)C(=O)O alpha-allyl-glycine